FC1=CC=C(C=C1)NC(=O)C1(CC1)C(=O)NC1=CC=C(C=C1)OC1=NC=NC2=CC=C(C=C12)C=1C=NN(C1)C 1-N'-(4-fluorophenyl)-1-N-[4-[6-(1-methylpyrazol-4-yl)quinazolin-4-yl]oxy-phenyl]cyclopropane-1,1-dicarboxamide